4-(3-((2-((2-ethyl-4-(4-methylpiperazin-1-yl)phenyl)amino)-5-(trifluoromethyl)pyridin-4-yl)amino)propyl)-1,4-oxazepan-5-one C(C)C1=C(C=CC(=C1)N1CCN(CC1)C)NC1=NC=C(C(=C1)NCCCN1CCOCCC1=O)C(F)(F)F